O=C1NC(CCC1N1C(N(C2=C1C=CC(=C2)C2CCN(CC2)C2CC1(C2)CCN(CC1)C(=O)OC(C)(C)C)C)=O)=O tert-butyl 2-[4-[1-(2,6-dioxo-3-piperidyl)-3-methyl-2-oxo-benzimidazol-5-yl]-1-piperidyl]-7-azaspiro[3.5]nonane-7-carboxylate